CN(C)C(=[N+](C)C)N1C2=C(N=CC=C2)[N+](=N1)[O-].F[P-](F)(F)(F)(F)F 1-[bis(dimethylamino)methylene]-1H-1,2,3-Triazolo[4,5-b]pyridinium 3-oxide hexafluorophosphate